N-((6-chloro-5-phenylpyridin-2-yl)methyl)formamide ClC1=C(C=CC(=N1)CNC=O)C1=CC=CC=C1